1-(2-(5-Carbamoyl-4-methoxy-2-(2-sulfamoylphenyl)-1H-benzo[d]imidazol-1-yl)ethyl)-4-methoxy-2-(2-sulfamoylphenyl)-1H-benzo[d]imidazole-5-carboxamide C(N)(=O)C1=C(C2=C(N(C(=N2)C2=C(C=CC=C2)S(N)(=O)=O)CCN2C(=NC3=C2C=CC(=C3OC)C(=O)N)C3=C(C=CC=C3)S(N)(=O)=O)C=C1)OC